ClC1=CC=C(C=C1)C1=C(C=CC=C1)CN1CC2(CN(C2)CC=2C=C3CN(C(C3=CC2)=O)C2C(NC(CC2)=O)=O)C1 3-(5-((6-((4'-chloro-[1,1'-biphenyl]-2-yl)methyl)-2,6-diazaspiro[3.3]heptane-2-yl)methyl)-1-oxoisoindolin-2-yl)piperidine-2,6-dione